2-[3-(oxolan-3-yl)-1,2,4-oxadiazol-5-yl]-5-[4-(trifluoromethoxy)benzene-1-sulfonyl]pyridin-3-amine O1CC(CC1)C1=NOC(=N1)C1=NC=C(C=C1N)S(=O)(=O)C1=CC=C(C=C1)OC(F)(F)F